N-(1-methyl-1H-pyrazol-4-yl)carboxamide CN1N=CC(=C1)NC=O